C1(CCCC1)CN(C1=CC2=C(C=N1)CN(C2=O)C2=NC(=CC=C2)C=2N1C(=NN2)CCC1(C)C)C 6-((cyclopentylmethyl)(methyl)amino)-2-(6-(5,5-dimethyl-6,7-dihydro-5H-pyrrolo[2,1-c][1,2,4]triazol-3-yl)pyridin-2-yl)-1-oxo-2,3-dihydro-1H-pyrrolo[3,4-c]pyridine